NC=1C(N(C=CC1)C1=NC=C(C=C1)C1COC1)=O 3-Amino-5'-(oxetan-3-yl)-2H-[1,2'-bipyridin]-2-one